NC1=C2C=NC(=NC2=CC(=C1F)C1=C(C2=C(OCCN2)N=C1)C)NC1=C(C2=C(CC(NCC2)=O)C=C1)OC 7-{[5-amino-6-fluoro-7-(8-methyl-2,3-dihydro-1H-pyrido[2,3-b][1,4]oxazin-7-yl)quinazolin-2-yl]amino}-6-methoxy-1,3,4,5-tetrahydro-2H-3-benzazepin-2-one